N-(2-(1-((2-(2,4-dioxotetrahydropyrimidin-1(2H)-yl)-1,3-dioxoisoindolin-5-yl)methyl)piperidin-4-yl)-5-(2-hydroxypropane-2-yl)benzo[d]thiazol-6-yl)-6-(trifluoromethyl)picolinamide O=C1N(CCC(N1)=O)N1C(C2=CC=C(C=C2C1=O)CN1CCC(CC1)C=1SC2=C(N1)C=C(C(=C2)NC(C2=NC(=CC=C2)C(F)(F)F)=O)C(C)(C)O)=O